ClC1=C(C(=CC=C1)F)C(CC(C(C(=O)OC)=[N+]=[N-])=O)O methyl 5-(2-chloro-6-fluorophenyl)-2-diazo-5-hydroxy-3-oxopentanoate